(3S,4S)-1-(4-((2-oxo-3-(tetradecylcarbamoyl)pyrrolidin-1-yl)methyl)benzoyl)-N3,N4-bis((1S,2R)-2-phenylcyclopropyl)pyrrolidine-3,4-dicarboxamide O=C1N(CCC1C(NCCCCCCCCCCCCCC)=O)CC1=CC=C(C(=O)N2C[C@H]([C@@H](C2)C(=O)N[C@@H]2[C@H](C2)C2=CC=CC=C2)C(=O)N[C@@H]2[C@H](C2)C2=CC=CC=C2)C=C1